N-(3-(2-(3-fluoro-4-(4-methylpiperazin-1-yl)phenylamino)-7H-pyrrolo[2,3-d]pyrimidin-4-yloxy)phenyl)acrylamide, maleate salt C(\C=C/C(=O)O)(=O)O.FC=1C=C(C=CC1N1CCN(CC1)C)NC=1N=C(C2=C(N1)NC=C2)OC=2C=C(C=CC2)NC(C=C)=O